2-{trans-3-[6-(2-aminopropan-2-yl)pyridin-3-yl]cyclobutyl}-7-methoxy[1,2,4]triazolo[1,5-c]quinazolin-5-amine NC(C)(C)C1=CC=C(C=N1)[C@@H]1C[C@H](C1)C1=NN2C(=NC=3C(=CC=CC3C2=N1)OC)N